CC(C)(C)[S@](=O)/N=C(\CC)/C1=NC(=CC2=C1CNC2=O)N2[C@@H](CCC2)C (S,S)-2-methyl-N-[(1E)-1-{6-[(2R)-2-methylpyrrolidin-1-yl]-1-oxo-2,3-dihydro-1H-pyrrolo[3,4-c]pyridin-4-yl}propylidene]propane-2-sulfinamide